FC1=CC=C(C=C1)N1CC[C@@H]2CN(CC[C@@H]21)C=2C1=C(N(C(C2C#N)=O)C)SC(=N1)C 7-[(3ar,7as)-1-(4-fluorophenyl)-octahydro-1H-pyrrolo[3,2-c]pyridin-5-yl]-2,4-dimethyl-5-oxo-4H,5H-[1,3]thiazolo[5,4-b]pyridine-6-carbonitrile